N1C=C(C2=CC=CC=C12)CC[C@H]1N(CCC2=CC(=C(C=C12)OC)OC)C(=O)C1=CC=NC=C1 (R)-(1-(2-(1H-indol-3-yl)ethyl)-6,7-dimethoxy-3,4-dihydroisoquinoline-2(1H)-yl)(pyridin-4-yl)methanone